(S)-N1-(7-(8-chloro-7-fluoronaphthalen-1-yl)-2-((1-methylpyrrolidin-2-yl)methoxy)-5,6,7,8-tetrahydropyrido[3,4-d]pyrimidin-4-yl)-N1-methylethane-1,2-diamine ClC=1C(=CC=C2C=CC=C(C12)N1CC=2N=C(N=C(C2CC1)N(CCN)C)OC[C@H]1N(CCC1)C)F